5-((1S,3R)-2-(3-((tert-Butyldiphenylsilyl)oxy)-2,2-difluoropropyl)-3-methyl-2,3,4,9-tetrahydro-1H-pyrido[3,4-b]indol-1-yl)-N-((R)-piperidin-3-yl)thiazol-2-amine [Si](C1=CC=CC=C1)(C1=CC=CC=C1)(C(C)(C)C)OCC(CN1[C@@H](C=2NC3=CC=CC=C3C2C[C@H]1C)C1=CN=C(S1)N[C@H]1CNCCC1)(F)F